1,5-dibromo-2,4-dimethoxybenzene BrC1=C(C=C(C(=C1)Br)OC)OC